6-{1-[(6,7-dimethoxy-2-methylquinazolin-4-yl)amino]ethyl}-2H-1,4-benzoxazin-3(4H)-one COC=1C=C2C(=NC(=NC2=CC1OC)C)NC(C)C=1C=CC2=C(NC(CO2)=O)C1